BrC1=CC=C(N=N1)NC(=O)[C@H](C(C1CC1)C1CC1)NC(OC(C)(C)C)=O tert-butyl N-[(1S)-1-[(6-bromopyridazin-3-yl)carbamoyl]-2,2-dicyclopropyl-ethyl]carbamate